C(#N)C1(CC1)NS(=O)(=O)C1=CC=C2C3=C(N(C2=C1)C=1SC(=NN1)C(F)F)N=CN=C3N3CCN(CC3)C(=O)N(C)CC 4-(7-(N-(1-Cyanocyclopropyl)sulfamoyl)-9-(5-(difluoromethyl)-1,3,4-thiadiazol-2-yl)-9H-pyrimido[4,5-b]indol-4-yl)-N-ethyl-N-methylpiperazine-1-carboxamide